ClC=1C=CC2=C(CC(CC=3N2C(=NN3)[C@@H]3CC[C@H](CC3)C(F)(F)F)NC(C)C)C1 8-chloro-N-(propan-2-yl)-1-[trans-4-(trifluoromethyl)cyclohexyl]-5,6-dihydro-4H-[1,2,4]triazolo[4,3-a][1]benzazepine-5-amine